3,5-difluoro-4-[[4-(4-fluorophenyl)-5-(1-piperidylmethyl)-1,2,4-triazol-3-yl]sulfanyl]benzenecarbohydroxamic acid FC=1C=C(C=C(C1SC1=NN=C(N1C1=CC=C(C=C1)F)CN1CCCCC1)F)C(=O)NO